C(C=C)N1N(C2=NC(=NC=C2C1=O)NC1=CC(=CC=C1)C([2H])([2H])[2H])C1=CC=CC(=N1)OC1CCN(CC1)C(=O)OC(C)(C)C tert-butyl 4-((6-(2-allyl-6-((3-(methyl-d3)phenyl)amino)-3-oxo-2,3-dihydro-1H-pyrazolo[3,4-d]pyrimidin-1-yl)pyridin-2-yl)oxy)piperidine-1-carboxylate